(7S)-7,8-Difluoro-N-(4-((4-hydroxybenzyl)amino)phenyl)octanamid F[C@@H](CCCCCC(=O)NC1=CC=C(C=C1)NCC1=CC=C(C=C1)O)CF